C1(CCCC1)CC1=NC2=CC(=NC=C2C=C1)CNC(C1=CC(=C(C=C1)C)S(=O)(=O)C)=O N-((2-(cyclopentylmethyl)-1,6-naphthyridin-7-yl)methyl)-4-methyl-3-(methylsulfonyl)benzamide